(2-hydroxyethyl)trimethyl-Phosphonium bromide [Br-].OCC[P+](C)(C)C